C1=CC=CC=2N=CC=3N(C12)CC=CC3 pyrido[1,2-a]quinoxaline